(S)-5-(benzyloxy)-2-((tert-butoxycarbonyl)-amino)-5-oxopentanoic acid C(C1=CC=CC=C1)OC(CC[C@@H](C(=O)O)NC(=O)OC(C)(C)C)=O